N[C@H](C)CC(=O)O D-β-homoalanine